CN1C(N(C2=NC(=NC=C12)NC=1C=C2C=CC=NC2=CC1C)[C@@H]1CNCC1)=O 7-methyl-2-[(7-methyl-6-quinolinyl)amino]-9-[(3S)-pyrrolidin-3-yl]purin-8-one